FC(C(NC1=CC=C(C=C1)C1=CC2=C(N=CN=C2N2CCOCC2)N1COCC[Si](C)(C)C)[C@H]1CN(CC1)C(=O)OCC1=CC=CC=C1)(F)F Benzyl (3R)-3-(2,2,2-trifluoro-1-((4-(4-morpholino-7-((2-(trimethylsilyl)ethoxy)methyl)-7H-pyrrolo[2,3-d]pyrimidin-6-yl)phenyl)amino)ethyl)pyrrolidine-1-carboxylate